C1(=CC=CC=C1)N(C1=CC2=C(C3=C(O2)C=C2C=C4C(OC5=C4C=CC(=C5)N(C5=CC=CC=C5)C5=CC=CC=C5)=CC2=C3)C=C1)C1=CC=CC=C1 3,10-bis(diphenylamino)naphtho[2,3-b:6,7-b']bis-benzofuran